α,α-diphenylfurfuryl alcohol C1(=CC=CC=C1)C(C1=CC=CO1)(C1=CC=CC=C1)O